(1r,4r)-4-(aminomethyl)cyclohexane-1-carbonitrile, hydrochloride salt Cl.NCC1CCC(CC1)C#N